(R)-2-((S)-2-((tert-Butoxycarbonyl)(methyl)amino)-N,4-dimethylvaleramido)-3-(3-(5-fluoropyridin-2-yl)-1,2,4-oxadiazol-5-yl)propanoic acid C(C)(C)(C)OC(=O)N([C@H](C(=O)N(C)[C@@H](C(=O)O)CC1=NC(=NO1)C1=NC=C(C=C1)F)CC(C)C)C